5-(3-(4-(4-amino-3-(4-phenoxyphenyl)-1H-pyrazolo[3,4-d]pyrimidin-1-yl)piperidin-1-yl)azetidin-1-yl)-2-(2,6-dioxopiperidin-3-yl)isoindoline-1,3-dione NC1=C2C(=NC=N1)N(N=C2C2=CC=C(C=C2)OC2=CC=CC=C2)C2CCN(CC2)C2CN(C2)C=2C=C1C(N(C(C1=CC2)=O)C2C(NC(CC2)=O)=O)=O